lauramide sodium [Na].C(CCCCCCCCCCC)(=O)N